ClC=1C(=C2CC(CC2=CC1)NC=1C=CC(=NC1)[C@@H](C(F)(F)F)N(C(=O)C1CCS(CC1)(=O)=O)C)C1CC1 N-((1S)-1-(5-((5-Chloro-4-cyclopropyl-2,3-dihydro-1H-inden-2-yl)amino)pyridin-2-yl)-2,2,2-trifluoroethyl)-N-methyltetrahydro-2H-thiopyran-4-carboxamide 1,1-dioxide